1-hydroxy-2-pyrrolidone ON1C(CCC1)=O